2-(2,6-dioxo-3-piperidinyl)-5-[4-[[1-[2-[(2S)-2-methylpiperazin-1-yl]acetyl]-4-piperidinyl]methyl]piperazin-1-yl]isoindoline-1,3-dione O=C1NC(CCC1N1C(C2=CC=C(C=C2C1=O)N1CCN(CC1)CC1CCN(CC1)C(CN1[C@H](CNCC1)C)=O)=O)=O